CN1N=C(N=N1)NS(=O)(=O)C=1C=C(C=CC1)CCCCCCC(=O)O 7-(3-(N-(2-methyl-2H-tetrazol-5-yl)sulfamoyl)phenyl)heptanoic acid